FC1=C(C(=CC=C1)F)S(=O)(=O)NC1=C(C(=CC=C1)C=1N=C(SC1C1=NC(=NC=C1)NC1CCC(CC1)S(=O)(=O)C)C1(CC1)C(F)(F)F)F 2,6-difluoro-N-(2-fluoro-3-(5-(2-(((1s,4s)-4-(methylsulfonyl)-cyclohexyl)amino)pyrimidin-4-yl)-2-(1-(trifluoromethyl)-cyclopropyl)thiazol-4-yl)phenyl)benzenesulfonamide